6-(2-methoxypropan-2-yl)pyrazin COC(C)(C)C1=CN=CC=N1